3,4-dihydroxycinnamic acid ethyl ester C(C)OC(C=CC1=CC(=C(C=C1)O)O)=O